1-(3,6-dibromocarbazol-9-yl)-3-(3-methylbutylamino)propan-2-ol BrC=1C=CC=2N(C3=CC=C(C=C3C2C1)Br)CC(CNCCC(C)C)O